N-(5-cyano-6-(2H-1,2,3-triazol-2-yl)pyridin-3-yl)-1-(1H-indazol-7-yl)-5-(trifluoromethyl)-1H-pyrazole-4-carboxamide C(#N)C=1C=C(C=NC1N1N=CC=N1)NC(=O)C=1C=NN(C1C(F)(F)F)C=1C=CC=C2C=NNC12